C(C)(C)(C)OC(NC=1N=CSC1)=O thiazol-4-yl-carbamic acid tert-butyl ester